FC1=NC(=C2N=CN(C2=N1)C1OCC1)NCC1=CC=C(O1)C 2-fluoro-6-[(5-methylfurfuryl)amino]-9-(oxetan-2-yl)-9H-purine